C(#N)C1=C(C=CC(=C1)[N+](=O)[O-])N(C(C=C)=O)C N-(2-cyano-4-nitrophenyl)-N-methyl-acrylamide